1-(difluoromethyl)-4-(4-(hydroxymethyl)-2H-1,2,3-triazol-2-yl)pyridin-2(1H)-one FC(N1C(C=C(C=C1)N1N=CC(=N1)CO)=O)F